(2S,3R)-3-((2-aminopyridin-4-yl)methyl)-N2-(1-methyl-1H-pyrazol-4-yl)-N1-((3-chlorophenyl)methyl)-N2-methyl-4-oxoazetidine-1,2-dicarboxamide NC1=NC=CC(=C1)C[C@@H]1[C@H](N(C1=O)C(=O)NCC1=CC(=CC=C1)Cl)C(=O)N(C)C=1C=NN(C1)C